(6-fluoropyridin-3-yl)(4-(5-methyloxazolo[4,5-b]pyridin-2-yl)piperazin-1-yl)methanone FC1=CC=C(C=N1)C(=O)N1CCN(CC1)C=1OC=2C(=NC(=CC2)C)N1